(1R)-1-[2-methoxy-5-(1-methylpyrazol-4-yl)phenyl]ethylamine hydrochloride Cl.COC1=C(C=C(C=C1)C=1C=NN(C1)C)[C@@H](C)N